tert-butyl (1R,5S)-3-[methyl-[6-[7-pyrazol-1-yl-1-(2-trimethylsilyl ethoxymethyl)indazol-4-yl]-1,2,4-triazin-3-yl]amino]-9-azabicyclo[3.3.1]nonane-9-carboxylate CN(C1C[C@H]2CCC[C@@H](C1)N2C(=O)OC(C)(C)C)C=2N=NC(=CN2)C2=C1C=NN(C1=C(C=C2)N2N=CC=C2)COCC[Si](C)(C)C